BrCC1(COC1)CNC1=C(C=C(C=C1)NC1=CC(=C(C=C1)Cl)F)C N1-((3-(bromomethyl)oxetan-3-yl)methyl)-N4-(4-chloro-3-fluorophenyl)-2-methylbenzene-1,4-diamine